OC(C(C)=O)C trans-acetoin